9,9-bis(2,3-dihydro-1H-inden-5-yl)-9H-fluorene C1CCC2=CC(=CC=C12)C1(C2=CC=CC=C2C=2C=CC=CC12)C=1C=C2CCCC2=CC1